2,6-di-tert-butyl-4-methyl-4-vinylguaiacol C(C)(C)(C)C1(C(C(=CC(C1)(C=C)C)C(C)(C)C)OC)O